C(C)NC(C(CC)OC=1C=C2C=C(C=NC2=C(C1)C)C#C)=O N-ethyl-2-[(3-ethynyl-8-methyl-6-quinolinyl)oxy]butanamide